3-((2,2-difluoro-2-phenylethyl)amino)-2-oxopyrazin FC(CNC=1C(NC=CN1)=O)(C1=CC=CC=C1)F